C(OC=1C=C(C=CC1)O)COC=1C=C(C=CC1)O 3,3'-(ethylenedioxy)diphenol